4-[(2-methyl-3-pyridyl)sulfonimidoyl]benzoic Acid CC1=NC=CC=C1S(=O)(=N)C1=CC=C(C(=O)O)C=C1